6-(4-fluoro-3-methoxybenzyl)-4-oxo-1,4-dihydroquinoline-3-carboxylic acid ethyl ester C(C)OC(=O)C1=CNC2=CC=C(C=C2C1=O)CC1=CC(=C(C=C1)F)OC